COC1=C(CCN)C=C(C(=C1)I)OC 2,5-dimethoxy-4-iodophenethylamine